5-(6-((2-ethyl-5-fluoro-3-oxo-3,4-dihydroquinolin-6-yl)methyl)-2,6-diazaspiro[3.3]heptan-2-yl)-N,6-dimethylpyridineamide C(C)C1=NC2=CC=C(C(=C2CC1=O)F)CN1CC2(CN(C2)C=2C=CC(=NC2C)C(=O)NC)C1